FC1(CN(CC[C@]1(O)C)C1=NC=CC(=N1)NC=1N=CC2=C(C=NC(=C2C1)C(C)C)N1[C@@H]([C@H](C1)CS(=O)(=O)C)C)F (4R)-3,3-difluoro-1-[4-({8-[(2R,3S)-3-(methanesulfonylmeth-yl)-2-methylazetidin-1-yl]-5-(propan-2-yl)-2,6-naphthyridin-3-yl}amino)pyrimidin-2-yl]-4-methylpiperidin-4-ol